[Sn].[In].[Ge] germanium indium tin